C(C)(C)(C)OC(=O)N1[C@H]2CN(C[C@@H]1CC2)C2=NC(=NC1=C(C(=C(C=C21)I)Br)F)Cl (1R,5S)-3-(7-bromo-2-chloro-8-fluoro-6-iodoquinazoline-4-yl)-3,8-diazabicyclo[3.2.1]octane-8-carboxylic acid tert-butyl ester